2-amino-4-(butylamino)-6-(4-(piperidin-4-yl)benzyl)pyrido[4,3-d]pyrimidin-5(6H)-one NC=1N=C(C2=C(N1)C=CN(C2=O)CC2=CC=C(C=C2)C2CCNCC2)NCCCC